ClC=1C=C(C=CC1F)NC1=NC2=CC(=C(C=C2C=C1)OC)OCCCN1CCCCC1 2-((3-chloro-4-fluorophenyl)amino)-6-methoxy-7-(3-(piperidin-1-yl)propoxy)quinoline